8-(4-chloro-2-fluorophenyl)-6-((4S,6S)-2,2-dimethyl-6-(1-methyl-1H-pyrazol-4-yl)tetrahydro-2H-pyran-4-yl)-2,3-dimethylpyrimidino[5,4-d]pyrimidin-4(3H)-one ClC1=CC(=C(C=C1)C1=NC(=NC2=C1N=C(N(C2=O)C)C)[C@@H]2CC(O[C@@H](C2)C=2C=NN(C2)C)(C)C)F